(S)-3-(1H-indol-3-yl)-N-(4-morpholinophenyl)-2-(6-(trifluoromethyl)pyridine-3-sulphonylamino)propanamide N1C=C(C2=CC=CC=C12)C[C@@H](C(=O)NC1=CC=C(C=C1)N1CCOCC1)NS(=O)(=O)C=1C=NC(=CC1)C(F)(F)F